NC1=NC(=NN2C1=C(C=C2)C2=CC=C1C(=N2)N(C=N1)CC(F)F)N[C@@H]1CN(C[C@@H]1F)C(C)=O 1-((3R,4S)-3-((4-Amino-5-(3-(2,2-difluoroethyl)-3H-imidazo[4,5-b]pyridin-5-yl)pyrrolo[2,1-f][1,2,4]triazin-2-yl)amino)-4-fluoropyrrolidin-1-yl)ethan-1-one